C(#N)[C@@]1(CCN(CCC1)C(=O)OCC1=CC=CC=C1)C |o1:2| rel-benzyl (S)-4-cyano-4-methylazepane-1-carboxylate